1-hydroxy-pentylamine OC(CCCC)N